N-(4-(7-(3-(3-(dimethylamino)azetidine-1-yl)propoxy)-6-methoxyquinazolin-4-yl)phenyl)-2-(4-(trifluoromethyl)phenyl)acetamide CN(C1CN(C1)CCCOC1=C(C=C2C(=NC=NC2=C1)C1=CC=C(C=C1)NC(CC1=CC=C(C=C1)C(F)(F)F)=O)OC)C